4-(3,3-dimethyloxiran-2-yl)-1-butanol CC1(C(O1)CCCCO)C